3-[2-[2-Chloro-4-[[3-(2,6-dichloro-phenyl)-5-(1-methylethyl)-4-isoxazolyl]methoxy]phenyl]ethenyl]benzoic acid ClC1=C(C=CC(=C1)OCC=1C(=NOC1C(C)C)C1=C(C=CC=C1Cl)Cl)C=CC=1C=C(C(=O)O)C=CC1